2-chloro-N-(4-(methylsulfonyl)phenyl)acetamide ClCC(=O)NC1=CC=C(C=C1)S(=O)(=O)C